tert-butyl (1R,4R,5R)-4-((S)-2-((tert-butoxycarbonyl) amino)-3-hydroxypropyl)-3-oxo-2-azabicyclo[3.1.0]hexane-2-carboxylate C(C)(C)(C)OC(=O)N[C@@H](C[C@H]1C(N([C@@H]2C[C@H]12)C(=O)OC(C)(C)C)=O)CO